C(C=C)(=O)N1CC2(C1)CC(C2)N2N=C(C(=C2C)C2=C1C=NNC1=CC(=C2Cl)C)C2=CC=C(C(=O)N(C)CCOC)C=C2 4-(1-(2-acryloyl-2-azaspiro[3.3]hept-6-yl)-4-(5-chloro-6-methyl-1H-indazol-4-yl)-5-methyl-1H-pyrazol-3-yl)-N-(2-methoxyethyl)-N-methylbenzamide